5-(3-(10,15,20-tris(3-acetoxyphenyl)porphyrin-5-yl)phenoxy)pentanoic acid C(C)(=O)OC=1C=C(C=CC1)C=1C=2C=CC(=C(C3=CC=C(N3)C(=C3C=CC(C(=C4C=CC1N4)C4=CC(=CC=C4)OC(C)=O)=N3)C3=CC(=CC=C3)OC(C)=O)C=3C=C(OCCCCC(=O)O)C=CC3)N2